tert-butyl (1-(2-(4-(4-((2,6-dioxopiperidin-3-yl)amino)-3-fluorophenyl)piperazin-1-yl)ethyl)piperidin-4-yl)carbamate O=C1NC(CCC1NC1=C(C=C(C=C1)N1CCN(CC1)CCN1CCC(CC1)NC(OC(C)(C)C)=O)F)=O